The molecule is a cobalt-corrinoid heptacarboxylic acid that is produced by Salmonella typhimurium. It has a role as a bacterial metabolite. It is a metalloporphyrin and a cobalt-corrinoid heptacarboxylic acid. It is a conjugate acid of a cobalt(II)-factor IV(6-). CC1C23C4=C([C@@](C(=N4)/C=C\\5/C(=C(C(=N5)/C=C\\6/[C@H]([C@](C(=N6)/C=C(\\[N-]2)/[C@H]([C@@]3(CC(=O)O1)C)CCC(=O)O)(C)CC(=O)O)CCC(=O)O)CC(=O)O)CCC(=O)O)(C)CCC(=O)O)CC(=O)O.[Co]